[N+](=O)([O-])C1=C(C=CC=C1)N1CCC(CC1)COC(CF)(F)F (2-nitrophenyl)-4-[(1,1,2-trifluoroethoxy)methyl]piperidine